NC1=C(C=C(C=C1)Br)C1=CC=CC=C1Cl 2'-amino-5'-bromo-6-chloro-[1,1'-biphenyl]